O[C@H]1[C@H](OC[C@@H]1O)C(COC(CCCCCCCCCCC)=O)O dodecanoic acid [2-[(2R,3R,4S)-3,4-dihydroxy-2-tetrahydrofuranyl]-2-hydroxyethyl]ester